C(C)OC(=O)C(C)CCC=CC Hept-5-ene-2-carboxylic acid ethyl ester